O(S(=O)(=O)C(F)(F)F)C1=CNCC2=CC=CC=C12 1,2-dihydroisoquinolin-4-yl triflate